4-bromo-2-chloro-1-((E)-3,3-dimethyl-but-1-enyl)benzene BrC1=CC(=C(C=C1)\C=C\C(C)(C)C)Cl